5-amino-2-(piperidin-1-yl)-N-(1-(2,2,2-trifluoroethyl)-1H-indazol-3-yl)benzamide NC=1C=CC(=C(C(=O)NC2=NN(C3=CC=CC=C23)CC(F)(F)F)C1)N1CCCCC1